ClC=1N=C(C2=C(N1)CC[S+]2[O-])NC2(CCCC2)CO [1-[(2-chloro-5-oxido-6,7-dihydro-thieno[3,2-d]pyrimidin-5-ium-4-yl)amino]cyclopent-yl]methanol